C(C)(C)(C)OC(=O)N1C[C@@H](CC1)NC1=CC=NC2=CC(=CC=C12)OC (R)-3-((7-Methoxyquinolin-4-yl)amino)pyrrolidine-1-carboxylic acid tert-butyl ester